CC(CCCC)CCCCCCCC(CCCCCCCCCCCCCCCCCCCC)C 5,13-Dimethyltritriacontane